1-(4'-nitrophenyl)-2(1H)pyridone [N+](=O)([O-])C1=CC=C(C=C1)N1C(C=CC=C1)=O